(2-((2,4-dimethoxybenzyl)amino)-5-fluoro-7-methylquinolin-8-yl)boronic acid COC1=C(CNC2=NC3=C(C(=CC(=C3C=C2)F)C)B(O)O)C=CC(=C1)OC